4-(thiophen-2-yl)benzo[g]quinoline-2,5,10(1H)-trione S1C(=CC=C1)C1=CC(NC=2C(C3=C(C(C12)=O)C=CC=C3)=O)=O